(4-(6-(azetidin-1-yl)pyrazolo[1,5-a]pyrazin-4-yl)phenyl)methanamine trifluoroacetate FC(C(=O)O)(F)F.N1(CCC1)C=1N=C(C=2N(C1)N=CC2)C2=CC=C(C=C2)CN